Cl.C(C)OC1=C(N=C(N(C1=O)C)[C@H]1CNCCC1)C(=O)NC=1C=NOC1 (R)-5-ethoxy-N-(isoxazol-4-yl)-1-methyl-6-oxo-2-(piperidin-3-yl)-1,6-dihydropyrimidine-4-carboxamide hydrochloride salt